ammonium terthiaireN S1C(=C1)C=1SC1C=1SC1.[NH4+]